C(C1=CC=CC=C1)OC1=C(C=O)C=CC(=C1)N(CCO[Si](C1=CC=CC=C1)(C1=CC=CC=C1)C(C)(C)C)CCO[Si](C1=CC=CC=C1)(C1=CC=CC=C1)C(C)(C)C 2-(Benzyloxy)-4-[bis[2-[(tert-butyldiphenylsilyl)oxy]ethyl]amino]benzaldehyde